bis-(1-methyl-2-hydroxyethyl)-dimethyl-ammonium methyl-sulfate COS(=O)(=O)[O-].CC(CO)[N+](C)(C)C(CO)C